N-(4-(5-methoxy-1H-benzo[d][1,2,3]triazol-1-yl)-benzyl)cyclopropanamine hydrochloride Cl.COC1=CC2=C(N(N=N2)C2=CC=C(CNC3CC3)C=C2)C=C1